S1C=2N(C=C1)C=C(N2)CC(=O)NC=2SC=C(N2)C2=C(NC1=CC=CC=C21)C 2-imidazo[2,1-b]thiazol-6-yl-N-[4-(2-methyl-1H-indol-3-yl)thiazol-2-yl]acetamide